OC=1C=C(C=CC1O)C=1SC=CC1 3,4-dihydroxyphenyl-thiophene